(2S,4r)-1-[(2S)-2-(4-cyclopropyl-triazol-1-yl)-3,3-dimethyl-butyryl]-N-[2-(3,4-difluorophenyl)-3-methyl-butyl]-4-hydroxy-pyrrolidine-2-carboxamide C1(CC1)C=1N=NN(C1)[C@H](C(=O)N1[C@@H](C[C@H](C1)O)C(=O)NCC(C(C)C)C1=CC(=C(C=C1)F)F)C(C)(C)C